BrC1=CC=C(C=CCBr)C=C1 4-bromocinnamyl Bromide